N-carbamimidoyl-2-[2-chloro-6-(1-methylpyrazol-4-yl)phenyl]acetamide C(N)(=N)NC(CC1=C(C=CC=C1C=1C=NN(C1)C)Cl)=O